C(C)(C)OC=1C(=NC(=NC1C1=C(C=CC=C1)C)NS(=O)(=O)C=1C=NN(C1)C)OC1=C(C=CC=C1)C N-[5-isopropoxy-4-(2-methylphenoxy)-6-(o-tolyl)pyrimidin-2-yl]-1-methyl-pyrazole-4-sulfonamide